1-cyclopropyl-6-(difluoromethoxy)-1H-indole-2-carboxylic acid C1(CC1)N1C(=CC2=CC=C(C=C12)OC(F)F)C(=O)O